6-chloro-5-fluoro-N-methoxy-4-((2-methoxy-3-(1-methyl-1H-1,2,4-triazol-3-yl)phenyl)amino)-N-methylnicotinamide ClC1=NC=C(C(=O)N(C)OC)C(=C1F)NC1=C(C(=CC=C1)C1=NN(C=N1)C)OC